FC1=CC=C(C=C1)[C@@H]1N(CCC2=CC=CC=C12)C(=O)[C@@H]1CC(CO1)=O (S)-5-((S)-1-(4-fluorophenyl)-1,2,3,4-tetrahydroisoquinolin-2-carbonyl)dihydrofuran-3(2H)-one